hexahydro-6H-benzo[2,3]Benzofuro[4,3-cd]Azepin-6-ol C1CCC2OC3C4(C2=C1C=NC=C4)C=CC(C3)O